benzyl 4-((2,3,5,6-tetrafluoro-4-(methylsulfonyl)phenoxy)methyl)piperidine-1-carboxylate FC1=C(OCC2CCN(CC2)C(=O)OCC2=CC=CC=C2)C(=C(C(=C1F)S(=O)(=O)C)F)F